Disodium 6-mercaptopurine SC1=C2NC=NC2=NC=N1.[Na].[Na]